2-(4-fluoro-2-methylphenoxy)-N-(6-oxo-1,6-dihydropyridazin-4-yl)-5-(trifluoromethyl)benzamide FC1=CC(=C(OC2=C(C(=O)NC=3C=NNC(C3)=O)C=C(C=C2)C(F)(F)F)C=C1)C